2,2-dihydroxyphenyl ketone OC1(C(C=CC=C1)C(=O)C1C(C=CC=C1)(O)O)O